C(C)(=O)N1CCN(CC1)C=1N=CC2=C(N1)SC(=N2)NC(=O)C=2C=NC(=CC2C2=CC(=NC=C2OC)Cl)C N-[5-(4-acetylpiperazin-1-yl)-[1,3]thiazolo[5,4-d]pyrimidin-2-yl]-2'-chloro-5'-methoxy-6-methyl-[4,4'-bipyridine]-3-carboxamide